Cl.FC1(C(C12CCNCC2)\C=C\C2=C(C=C(C=C2)F)C(F)(F)F)F 1,1-difluoro-2-{(E)-2-[4-fluoro-2-(trifluoromethyl)phenyl]ethenyl}-6-azaspiro[2.5]octane hydrochloride